(2-(((2R,3S,4R,5R)-5-(6-chloro-4-(((R)-spiro[3.3]heptan-1-yl)amino)-1H-pyrazolo[3,4-d]pyrimidin-1-yl)-3,4-dihydroxytetrahydrofuran-2-yl)methoxy)-1-hydroxypropan-2-yl)phosphonic acid ClC1=NC(=C2C(=N1)N(N=C2)[C@H]2[C@@H]([C@@H]([C@H](O2)COC(CO)(C)P(O)(O)=O)O)O)N[C@@H]2CCC21CCC1